C(C1=CC=CC=C1)OC(=O)N[C@@H](C(=O)OCC1=CC=CC=C1)CNC(=O)C1=CC2=NC=C(C(=C2S1)C)F (R)-benzyl 2-(((benzyloxy)carbonyl)amino)-3-(6-fluoro-7-methylthieno[3,2-b]pyridine-2-carboxamido)propanoate